N-[5-(2,4-difluorophenoxy)-4-(6-methyl-7-oxofuro[2,3-c]pyridin-4-yl)pyrimidin-2-yl]methanesulfonamide FC1=C(OC=2C(=NC(=NC2)NS(=O)(=O)C)C=2C3=C(C(N(C2)C)=O)OC=C3)C=CC(=C1)F